4-chloro-3-isopropylbenzonitrile ClC1=C(C=C(C#N)C=C1)C(C)C